FC(C1CCN(CC1)C=1C=C(C=CC1)C1(CCC(CC1)N)N)(F)F 1-(3-(4-(trifluoromethyl)piperidin-1-yl)phenyl)cyclohexane-1,4-diamine